C(C)C=1C(N(OC1)C)C ethyl-methyl-2-methyl-isoxazole